FC1=CC=C(C=C1)C1=C(C=C2CNC(C2=C1)=O)OC1CN(C1)C(=O)C1=CC=NO1 6-(4-fluorophenyl)-5-((1-(isoxazole-5-carbonyl)azetidin-3-yl)oxy)isoindolin-1-one